N1CC(C1)OC1CCN(CC1)C1=NC=C(C=N1)C1CCCC=2C(=C(C(=CC12)C#N)OCCCl)Cl 8-(2-(4-(azetidin-3-yloxy)piperidin-1-yl)pyrimidin-5-yl)-4-chloro-3-(2-chloroethoxy)-5,6,7,8-tetrahydronaphthalene-2-carbonitrile